9-isopropyl-N-(6-methyl-5-(piperazin-1-yl)pyridin-2-yl)isoxazolo[5,4-H]quinazolin-2-amine C(C)(C)C1=NOC2=CC=C3C=NC(=NC3=C21)NC2=NC(=C(C=C2)N2CCNCC2)C